Cl.OC1=C(C#N)C=CC=C1 2-hydroxy-benzonitrile monohydrochloride salt